(R)-4-(2-hydroxy-3-(2H-tetrazol-2-yl)propoxy)benzoic acid O[C@@H](COC1=CC=C(C(=O)O)C=C1)CN1N=CN=N1